CC1(C(=O)OC1C)C α,α-dimethyl-β-butyrolactone